FC=1C=C(C=CC1OC(F)(F)F)NC(NC1CCC(CC1)OC1=CC=C(C=C1)NC(CC(=O)OCC)=O)=O ethyl 3-((4-(((1r,4r)-4-(3-(3-fluoro-4-(trifluoromethoxy)phenyl)ureido)cyclohexyl)oxy)phenyl)amino)-3-oxo-propionate